(S)-1-amino-4-(4-((4-ethylpyridin-2-yl)carbamoyl)phenyl)-2-(1-methacryloylpiperidin-2-yl)-1H-imidazole-5-carboxamide NN1C(=NC(=C1C(=O)N)C1=CC=C(C=C1)C(NC1=NC=CC(=C1)CC)=O)[C@H]1N(CCCC1)C(C(=C)C)=O